4-chloro-5-iodo-7-(1-methylpiperidin-4-yl)-7H-pyrrolo[2,3-d]pyrimidine ClC=1C2=C(N=CN1)N(C=C2I)C2CCN(CC2)C